(Z)-3-fluoro-N-(2-iodo-3-(2,2,2-trifluoroethyl)benzo[b]thiophen-7-yl)-1-methylpiperidin-4-amine FC1CN(CCC1NC1=CC=CC2=C1SC(=C2CC(F)(F)F)I)C